ClC=1C=C(N)C=C(C1)OCCOCCOCCOCCOCCOCCOCCOCCOCC(OC)OC 3-chloro-5-[2-[2-[2-[2-[2-[2-[2-[2-(2,2-dimethoxyethoxy)ethoxy]ethoxy]ethoxy]ethoxy]ethoxy]ethoxy]ethoxy]ethoxy]aniline